2-(3-(Benzo[d][1,3]dioxol-5-yl)-6,7-dimethoxy-2-(3-(methoxymethoxy)propyl)-1-oxo-1,2-dihydroisoquinolin-4-yl)acetaldehyde O1COC2=C1C=CC(=C2)C=2N(C(C1=CC(=C(C=C1C2CC=O)OC)OC)=O)CCCOCOC